1,3-Bis(4-methoxy-2,6-bis((R)-1-phenylethyl)phenyl)-4,5-dihydro-1H-3-imidazolium chloride [Cl-].COC1=CC(=C(C(=C1)[C@H](C)C1=CC=CC=C1)N1C=[N+](CC1)C1=C(C=C(C=C1[C@H](C)C1=CC=CC=C1)OC)[C@H](C)C1=CC=CC=C1)[C@H](C)C1=CC=CC=C1